indium-cesium [Cs].[In]